CN1N=CC(=C1)C1=CC(=NC2=CC(=CC=C12)N)[C@@H]1[C@H](C1)C1=NC=CC(=N1)C 4-(1-methyl-1H-pyrazol-4-yl)-2-((1S,2S)-2-(4-methylpyrimidin-2-yl)cyclopropyl)quinolin-7-amine